ammonium (2S)-2-amino-4-(methylphosphinato)butyric acid N[C@H](C(=O)O)CCP(=O)([O-])C.[NH4+]